C(C)(C)(C)[C@@H]1CC=2C=C3C(=NC2CC1)SC(=N3)C(=O)N[C@H](CCN(C)C)C3=CC(=CC=C3)C(=O)N3CCNCC3 (7S)-7-tert-butyl-N-[(1R)-3-(dimethylamino)-1-[3-(piperazine-1-carbonyl)phenyl]propyl]-5,6,7,8-tetrahydrothiazolo[5,4-b]quinoline-2-carboxamide